OC(C)(C)C=1C=C(SC1)[S@@](=O)(N)=NC(NC1=C2C(=NC(=C1)CC(F)(F)F)CCC2)=O (R)-4-(2-Hydroxypropan-2-yl)-N'-((2-(2,2,2-trifluoroethyl)-6,7-dihydro-5H-cyclopenta[b]pyridin-4-yl)carbamoyl)thiophene-2-sulfonimidamide